C(C1=CC=CC=C1)OC(C(C(C(C)N1OCC2C1C(CN2C(=O)OC(C)(C)C)(F)F)O)(C)C)=O tert-butyl 1-(5-(benzyloxy)-3-hydroxy-4,4-dimethyl-5-oxopentan-2-yl)-6,6-difluorotetrahydro-1H-pyrrolo[3,2-c]isoxazole-4(5H)-carboxylate